2-trimethylsilylethyl N-[2-[2-[2-(tert-butoxycarbonylamino)ethyl-methyl-amino]ethyl-methyl-amino]-4-methoxy-5-[[4-(1-methylindol-3-yl)pyrimidin-2-yl]amino]phenyl]carbamate C(C)(C)(C)OC(=O)NCCN(CCN(C1=C(C=C(C(=C1)OC)NC1=NC=CC(=N1)C1=CN(C2=CC=CC=C12)C)NC(OCC[Si](C)(C)C)=O)C)C